(1S,2S)-1,2-diethylcyclohexane C(C)[C@@H]1[C@H](CCCC1)CC